IC1=NN(C2=C1C=NC(=C2)C)C 3-iodo-1,6-dimethyl-1H-pyrazolo[4,3-c]pyridine